(S)-methyl 2-(3-(2-(3-methoxyazetidin-1-yl) ethyl)-4,5-dimethyl-6-oxopyridazin-1(6H)-yl)-4-methylpentanoate COC1CN(C1)CCC1=NN(C(C(=C1C)C)=O)[C@H](C(=O)OC)CC(C)C